1-[3-ethyl-4-(4,4,5,5-tetramethyl-1,3,2-dioxaborolan-2-yl)phenyl]-3-(2-hydroxy-2-methyl-propyl)urea C(C)C=1C=C(C=CC1B1OC(C(O1)(C)C)(C)C)NC(=O)NCC(C)(C)O